C(C)(C)(C)OC(N[C@H]1[C@@H](CNCC1)C)=O.ClC1=CC=C(OC2CCC(C=3C=CC(=NC23)N(C)C)NC(C=C)=O)C=C1 N-{8-(4-chlorophenoxy)-2-(dimethylamino)-5,6,7,8-tetrahydroquinolin-5-yl}acrylamide tert-butyl-N-[(3R,4R)-3-methyl-4-piperidyl]carbamate